O=C1CC[C@@H](N1C(=O)OCC1=CC=CC=C1)C(=O)OC 1-benzyl 2-methyl (R)-5-oxopyrrolidine-1,2-dicarboxylate